N1=CC=CC=2[C@H](CCCC12)N (S)-5,6,7,8-tetrahydroquinolin-5-amine